7-methoxy-1-methyl-6-(((S)-tetrahydrofuran-3-yl)oxy)quinazolin-2(1H)-one COC1=C(C=C2C=NC(N(C2=C1)C)=O)O[C@@H]1COCC1